2,2'-oxybis(N-(4-butyldecyl)acetamide) O(CC(=O)NCCCC(CCCCCC)CCCC)CC(=O)NCCCC(CCCCCC)CCCC